C1(CC1)C1=CN=C2C(=N1)NN=C2NC(OC(C)(C)C)=O tert-butyl (6-cyclopropyl-1H-pyrazolo[3,4-b]pyrazin-3-yl)carbamate